Sodium Citrate-dihydrate O.O.C(CC(O)(C(=O)[O-])CC(=O)[O-])(=O)[O-].[Na+].[Na+].[Na+]